CC1(CCC1)OC(=O)N1CC=CC1 2,5-dihydro-1H-pyrrole-1-carboxylic acid 1-methylcyclobutyl ester